COC(=O)C1=CC=C2C(=NN(C2=C1)C)C1OCCO1 3-(1,3-dioxolan-2-yl)-1-methylindazole-6-carboxylic acid methyl ester